CC(C)(C(C#CC1=CC=C(C=C1)S(=O)(=O)C)=C)O 2-methyl-3-methylene-5-(4-(methylsulfonyl)phenyl)pent-4-yn-2-ol